(dibenzoselenophenyl)(diphenyltriazinyl)(dimethylfluorenyl)benzene C1(=CC=CC=2[Se]C3=C(C21)C=CC=C3)C=3C(=C(C=CC3)C3=C(C(=CC=2C1=CC=CC=C1CC32)C)C)C3=NN=NC(=C3C3=CC=CC=C3)C3=CC=CC=C3